C(C)(C)(C)OC(=O)N1C=NC(=C1)C[C@H](NC(=O)OC(C)(C)C)C1=NC(=NO1)CC1=CC=C(C=C1)C1=CC=CC=C1 (S)-4-(2-(3-([1,1'-biphenyl]-4-ylmethyl)-1,2,4-oxadiazol-5-yl)-2-((tert-butoxycarbonyl)amino)ethyl)-1H-imidazole-1-carboxylic acid tert-butyl ester